4-((6-chloro-4-(((1s,4s)-4-hydroxycyclohexyl)amino)pyridin-3-yl)ethynyl)tetrahydro-2H-pyran-4-ol ClC1=CC(=C(C=N1)C#CC1(CCOCC1)O)NC1CCC(CC1)O